3-(5-(4-(3-((S)-3-aminopyrrolidin-1-yl)-3-oxopropyl)piperazin-1-yl)-1-oxoisoindolin-2-yl)piperidine-2,6-dione N[C@@H]1CN(CC1)C(CCN1CCN(CC1)C=1C=C2CN(C(C2=CC1)=O)C1C(NC(CC1)=O)=O)=O